F[Sb-](F)(F)(F)(F)F.C(C)(C)(C)C1=CC=C(C=C1)[I+]C1=CC=C(C=C1)C(C)(C)C di(p-tertiary butylphenyl)iodonium hexafluoroantimonate